[Si](C)(C)(C(C)(C)C)OCCN(C(OC(C)(C)C)=O)CC=1C(=NC(=CC1)Cl)OC tert-butyl (2-((tert-butyldimethylsilyl)oxy)ethyl)((6-chloro-2-methoxypyridin-3-yl)methyl)carbamate